spiro[furan-3,8'-pyrano[3,4-b]pyridine] N1=C2C(=CC=C1)C=COC21COC=C1